2-(4-(((2-(2,6-dioxopiperidin-3-yl)-1,3-dioxoisoindolin-4-yl)amino)methyl)piperidin-1-yl)acetaldehyde O=C1NC(CCC1N1C(C2=CC=CC(=C2C1=O)NCC1CCN(CC1)CC=O)=O)=O